BrC1=NN(C(=N1)N1CCCCCC1)C 1-(3-bromo-1-methyl-1H-1,2,4-triazol-5-yl)azepane